C(C1=CC=CC=C1)OC1=C(C(=C(C(=O)OCC)C(=C1)O)C)C ethyl 4-(benzyloxy)-6-hydroxy-2,3-dimethylbenzoate